CC(C)(C)S(=O)N=C(C)C1=CC=C(C=C1)OC1=CC=CC=C1 2-methyl-N-(1-(4-phenoxyphenyl)ethylidene)propane-2-sulfinamide